4-(azetidine-1-carbonyl)-2-methoxyaniline N1(CCC1)C(=O)C1=CC(=C(N)C=C1)OC